ClC=1C=C(C=CC1F)NC(N([C@H](C)C1=CNC(C2=CC=CC=C12)=O)CCC(=O)NC)=O (R)-3-(3-(3-chloro-4-fluorophenyl)-1-(1-(1-oxo-1,2-dihydroisoquinolin-4-yl)ethyl)ureido)-N-methylpropanamide